3-(4-(1,3,4-oxadiazol-2-yl)pyridin-2-yl)phenyl (2-methylhexyl)carbamate CC(CNC(OC1=CC(=CC=C1)C1=NC=CC(=C1)C=1OC=NN1)=O)CCCC